N-[(3R)-1-[2-[tert-butyl(dimethyl)silyl]oxyethyl]-3-piperidyl]-5-chloro-7-methoxy-oxazolo[4,5-b]pyridin-2-amine [Si](C)(C)(C(C)(C)C)OCCN1C[C@@H](CCC1)NC=1OC=2C(=NC(=CC2OC)Cl)N1